N-(6-bromo-7-methoxybenzo[d]thiazole-2-yl)cyclopropanecarboxamide BrC1=C(C2=C(N=C(S2)NC(=O)C2CC2)C=C1)OC